COC1(CC(C1)(C(=O)OC(C)C)C(=O)OC(C)C)OC diisopropyl 3,3-dimethoxycyclobutane-1,1-dicarboxylate